(R)-1-(4-chlorobenzyl)-3-(4-(methylsulfonyl)phenethyl)-3-((R or S)-2-(trifluoromethyl)oxetan-2-yl)pyrrolidine ClC1=CC=C(CN2C[C@@](CC2)([C@@]2(OCC2)C(F)(F)F)CCC2=CC=C(C=C2)S(=O)(=O)C)C=C1 |o1:11|